Cl.C(N)([2H])([2H])[2H] methane-d3-Amine hydrochloride